CC1=NC2=CC=C(C=C2C(N1C1=CC=C(C=C1)OCCCN1[C@H](CCC1)C)=O)S(F)(F)(F)(F)F (S)-2-methyl-3-(4-(3-(2-methylpyrrolidin-1-yl)propoxy)phenyl)-6-(pentafluorosulfanyl)quinazolin-4(3H)-one